C1(=CC=CC=C1)C=CC(=O)NCC(=O)O phenylacrylglycine